2-chloro-5-{[(N,N-dimethyl-β-alanyl)amino]methyl}-N-{1-[4-(trifluoromethyl)phenyl]-1H-indazol-4-yl}benzamide ClC1=C(C(=O)NC2=C3C=NN(C3=CC=C2)C2=CC=C(C=C2)C(F)(F)F)C=C(C=C1)CNC(CCN(C)C)=O